methyl (S)-2-(3-aminoprop-1-yn-1-yl)-5-(4-(2-(4-(4-chlorophenyl)-2,3,9-trimethyl-6H-thieno[3,2-f][1,2,4]triazolo[4,3-a][1,4]diazepin-6-yl)acetyl)-3-oxopiperazin-1-yl)benzoate NCC#CC1=C(C(=O)OC)C=C(C=C1)N1CC(N(CC1)C(C[C@H]1C=2N(C3=C(C(=N1)C1=CC=C(C=C1)Cl)C(=C(S3)C)C)C(=NN2)C)=O)=O